CN(CC(C)O)CC(C)O Methyl-bis-(2-hydroxypropyl)amin